NC1=C(C(=NN1C(C(F)(F)[2H])C)C1=CC=C(C=C1)Br)C#N 5-Amino-3-(4-bromophenyl)-1-(2-deutero-2,2-difluoro-1-methyl-ethyl)pyrazole-4-carbonitrile